COC1=CC2=C(C=3C(N=C2C=C1)=NNC3C)NCCOCCO 2-[2-[(6-methoxy-3-methyl-2H-pyrazolo[3,4-b]quinolin-4-yl)amino]ethoxy]ethanol